C(C)OC(C(C)OC1=CC=C2C(=CC(OC2=C1)=O)C1=C(C=CC=C1F)F)=O 2-[4-(2,6-difluorophenyl)-2-oxo-chromen-7-yl]oxypropionic acid ethyl ester